C(C)OC(=O)C=1OC2=C(C1C)C=C(C=C2)S(N(CCC2=CC=CC=C2)CC2=C(C=CC=C2)N2CCN(CC2)C(CC(C)(C)C)=O)(=O)=O 3-methyl-5-(N-(2-(4-(3,3-dimethylbutyryl)piperazin-1-yl)benzyl)-N-phenethylsulfamoyl)benzofuran-2-carboxylic acid ethyl ester